((3S,4S)-3-methyl-8-(9-(naphthalen-1-yl)-7-((2-(trimethylsilyl) ethoxy) methyl)-7H-imidazo[1,2-c]pyrrolo[3,2-e]pyrimidin-5-yl)-2-oxa-8-azaspiro[4.5]decan-4-yl)carboxylate C[C@@H]1OCC2([C@@H]1C(=O)[O-])CCN(CC2)C2=NC1=C(C=3N2C=CN3)C(=CN1COCC[Si](C)(C)C)C1=CC=CC3=CC=CC=C13